6-(4-amino-2-fluorophenyl)-1-benzyl-pyridin-2(1H)-one NC1=CC(=C(C=C1)C1=CC=CC(N1CC1=CC=CC=C1)=O)F